C(C)(C)(C)OC(=O)N1C[C@H](CC1)[C@@H](C(=O)N1C(OC[C@@H]1CC1=CC=CC=C1)=O)CC1=C(C=CC(=C1)C#N)Br.O1C=C(C2=C1C=CC=C2)CCNC=O N-(2-(benzofuran-3-yl)ethyl)formamide tert-butyl-(R)-3-((S)-1-((S)-4-benzyl-2-oxooxazolidin-3-yl)-3-(2-bromo-5-cyanophenyl)-1-oxopropan-2-yl)pyrrolidine-1-carboxylate